ethyl 2-(2-((7-(3-(aminomethyl)-2-fluorophenyl)-2-fluorobenzofuran-5-yl)methoxy)-5-fluorophenyl)acetate NCC=1C(=C(C=CC1)C1=CC(=CC=2C=C(OC21)F)COC2=C(C=C(C=C2)F)CC(=O)OCC)F